2-[2-(2,2-difluoroethoxy)phenyl]-N-[4-(2-hydroxypropan-2-yl)-2-methoxyphenyl]-6-methyl-3-oxo-2,3-dihydropyridazine-4-carboxamide FC(COC1=C(C=CC=C1)N1N=C(C=C(C1=O)C(=O)NC1=C(C=C(C=C1)C(C)(C)O)OC)C)F